Cl.NCCNCCNCCN Triethylenetetramine monohydrochloride